Methyl (S)-4-amino-2-methyl-5-((oxetan-2-ylmethyl)amino)benzoate NC1=CC(=C(C(=O)OC)C=C1NC[C@H]1OCC1)C